(5S)-5-methyl-6-{4-[(2S)-tetrahydrofuran-2-ylmethoxy]-3-(trifluoromethyl)phenyl}-4,5-dihydro-1,2,4-triazin-3(2H)-one C[C@@H]1NC(NN=C1C1=CC(=C(C=C1)OC[C@H]1OCCC1)C(F)(F)F)=O